C(C1=CC=CC=C1)OC1=CC=C(C(=C1N1CC(NS1(=O)=O)=O)F)Br 5-(6-benzyloxy-3-bromo-2-fluoro-phenyl)-1,1-dioxo-1,2,5-thiadiazolidin-3-one